FC(C1=C(C=C(C=C1)C1C(=C(NC=2N1N=C(C2)C(=O)OCC)C)C(NC=2C=C1C=CN=CC1=CC2)=O)F)F ethyl 7-(4-(difluoromethyl)-3-fluorophenyl)-6-(isoquinolin-6-ylcarbamoyl)-5-methyl-4,7-dihydropyrazolo[1,5-a]pyrimidine-2-carboxylate